4-amino-9-(2-((1R,3S,5R)-3-((6-bromopyridin-2-yl)carbamoyl)-2-azabicyclo[3.1.0]hexan-2-yl)-2-oxoethyl)-9H-pyrimido[4,5-b]indole-8-carboxylic acid NC1=NC=NC=2N(C3=C(C=CC=C3C21)C(=O)O)CC(=O)N2[C@@H]1C[C@@H]1C[C@H]2C(NC2=NC(=CC=C2)Br)=O